O1N=COCCC1 6,7-Dihydro-5H-1,4,2-Dioxazepin